6-(3-Chloro-4-fluoro-phenyl)-1-[(5-fluoro-3-pyridyl)methyl]pyrazolo[4,3-b]pyridine ClC=1C=C(C=CC1F)C=1C=C2C(=NC1)C=NN2CC=2C=NC=C(C2)F